(6-(Pyridin-2-yl)-2,6-diazaspiro[3.3]heptan-2-yl)(5-(4-(trifluoromethyl)phenoxy)naphthalen-2-yl)methanone N1=C(C=CC=C1)N1CC2(CN(C2)C(=O)C2=CC3=CC=CC(=C3C=C2)OC2=CC=C(C=C2)C(F)(F)F)C1